6-(1-((1s,4s)-4-(dimethylamino)cyclohex-yl)-3,5-dimethyl-1H-pyrazol-4-yl)-4-((3-fluoropyridin-2-yl)thio)pyrazolo[1,5-a]pyridine-3-carbonitrile CN(C1CCC(CC1)N1N=C(C(=C1C)C=1C=C(C=2N(C1)N=CC2C#N)SC2=NC=CC=C2F)C)C